C(C1=CC=CC=C1)C1=C(C=CC=C1)B(O)O (2-BENZYLPHENYL)BORANEDIOL